C=CC=CC=CC heptanetrien